COC(C1=CN=C(C=C1OCC1=CC=CC=C1)N)=O 6-amino-4-(benzyloxy)nicotinic acid methyl ester